O=C1C=2N(C(=NN1)NC1CN(CCC1)C(=O)[O-])N=CC2 3-((4-oxo-4,5-dihydropyrazolo[1,5-d][1,2,4]triazin-7-yl)amino)piperidine-1-carboxylate